2-Bromo-7-methyl-5,6,7,8-tetrahydro-[1,2,4]triazolo[1,5-a]pyrazine BrC1=NN2C(CN(CC2)C)=N1